2-[2-(Difluoromethyl)phenyl]-N-{4-[1-(difluoromethyl)-1H-pyrazol-4-yl]-3-sulfamoylphenyl}acetamide FC(C1=C(C=CC=C1)CC(=O)NC1=CC(=C(C=C1)C=1C=NN(C1)C(F)F)S(N)(=O)=O)F